C(C)(=O)OC1=CC(=CC(=C1)\C=C\C1=CC=C(C=C1)OC(C1=CN=CC=C1)=O)OC(C)=O (E)-5-(4-(nicotinoyloxy) styryl)-1,3-phenylene diacetate